4-chloro-6-(2-chloro-phenylamino)-2-methylsulfonyl-pyrimidine-5-carbaldehyde ClC1=NC(=NC(=C1C=O)NC1=C(C=CC=C1)Cl)S(=O)(=O)C